2-[4-bromo-2-fluoro-6-(trifluoromethyl)phenyl]-6-ethoxy-2,5-dihydro-4H-pyrazolo[3,4-d]pyrimidin-4-one BrC1=CC(=C(C(=C1)C(F)(F)F)N1N=C2N=C(NC(C2=C1)=O)OCC)F